(3R)-1-(4-(4-fluorophenyl)-2-(2H-1,2,3-triazol-2-yl)cyclopentyl)piperidin-3-ylcarbamic acid tert-butyl ester C(C)(C)(C)OC(N[C@H]1CN(CCC1)C1C(CC(C1)C1=CC=C(C=C1)F)N1N=CC=N1)=O